4-hydroxy-1-prop-2-enoyl-pyrrolidine-2-carboxamide OC1CC(N(C1)C(C=C)=O)C(=O)N